BrC=1C=C(C(=NC1)NC1(CC1)C1=NC=CC=C1F)F 5-bromo-3-fluoro-N-[1-(3-fluoropyridin-2-yl)cyclopropyl]pyridin-2-amine